2-[4-[6-[(4-chloro-2-fluoro-phenyl)methoxy]-2-pyridyl]phenyl]acetic acid ClC1=CC(=C(C=C1)COC1=CC=CC(=N1)C1=CC=C(C=C1)CC(=O)O)F